5-(3-(4-(1H-1,2,3-triazol-5-yl)piperidin-1-yl)-4,5-dihydro-isoOxazol-5-yl)-N-(3-(methylsulfonyl)benzyl)pyrimidin-2-amine N1N=NC=C1C1CCN(CC1)C1=NOC(C1)C=1C=NC(=NC1)NCC1=CC(=CC=C1)S(=O)(=O)C